C(CCC)N1N=C(C(=C1C(C)C)O)C(C)CC 1-n-butyl-3-sec-butyl-4-hydroxy-5-isopropyl-pyrazole